2-((3,5-dicyano-4-ethyl-6-(4-methyl-1,4-diazepan-1-yl)pyridin-2-yl)sulfanyl)-2-(3-(trifluoromethyl)phenyl)acetamide C(#N)C=1C(=NC(=C(C1CC)C#N)N1CCN(CCC1)C)SC(C(=O)N)C1=CC(=CC=C1)C(F)(F)F